CN(CCC[N+](C)(C)CC)C 3-(dimethylamino)-N-ethyl-N,N-dimethylpropan-1-aminium